C(C)(C)(C)NS(=O)(=O)C1=CC=C(C=N1)NC([C@H](CC1=CC=CC=C1)NC(C1=CC=C(C=C1)F)=O)=O (S)-N-(1-(6-(N-tert-butylsulfamoyl)pyridin-3-ylamino)-1-oxo-3-phenylpropan-2-yl)-4-fluorobenzamide